NC=1SC2=C(N1)C=CC(=C2)C=2C=C1C(=NC2)CCN1C(=O)OC1CCCCC1 Cyclohexyl 6-(2-aminobenzo[d]thiazol-6-yl)-2,3-dihydro-1H-pyrrolo[3,2-b]pyridine-1-carboxylate